1-{1-[5-chloro-2-(1,2,3,4-tetrahydroisoquinolin-6-yl)phenyl]piperidin-3-yl}-5-(trifluoromethyl)-1H-pyrazole-4-carboxylic acid ClC=1C=CC(=C(C1)N1CC(CCC1)N1N=CC(=C1C(F)(F)F)C(=O)O)C=1C=C2CCNCC2=CC1